BrC1=CC=C(C=C1)[C@@H]1OC[C@H](CC1)CC trans-2-(4-bromophenyl)-5-ethyltetrahydro-2H-pyran